methanamine hydrochloride Cl.CN